(2S,4R)-N-[(S)-(5-cyclopropyl-6-fluoropyridin-2-yl)(phenyl)methyl]-1-{2-[5-(dimethylamino)-1H-1,2,3-triazol-1-yl]acetyl}-4-fluoropyrrolidine-2-carboxamide C1(CC1)C=1C=CC(=NC1F)[C@@H](NC(=O)[C@H]1N(C[C@@H](C1)F)C(CN1N=NC=C1N(C)C)=O)C1=CC=CC=C1